N-(2-(3,6-diazabicyclo[3.2.1]oct-3-yl)-6-methylpyrimidin-4-yl)-1H-indazol-5-amine C12CN(CC(NC1)C2)C2=NC(=CC(=N2)NC=2C=C1C=NNC1=CC2)C